NC=1C=C(C=CC1)N1CCN(CCC1)C(=O)OC(C)(C)C tert-butyl 4-(3-aminophenyl)-1,4-diazepan-1-carboxylate